NC1=NC(=CC(=N1)N1[C@@H](COCCC1)C1=C2CC(NC2=CC=C1)=O)C |r| (+/-)-4-[4-(2-amino-6-methyl-pyrimidin-4-yl)-1,4-oxazepan-3-yl]indolin-2-one